2-amino-3,3-difluoro-2-methylpropanoic acid NC(C(=O)O)(C(F)F)C